C(=O)C1=CC=C(C=C1)N(C(OC(C)(C)C)=O)CCOC tert-Butyl (4-formylphenyl)(2-methoxyethyl)carbamate